COC(C1=C(N=C(C=C1C(CBr)=O)Cl)OCC(C)(C)F)=O 4-(2-bromoacetyl)-6-chloro-2-(2-fluoro-2-methylpropyloxy)nicotinic acid methyl ester